(1R,5S)-3-benzyl-3-azabicyclo[3.2.1]octan-8-one C(C1=CC=CC=C1)N1C[C@H]2CC[C@@H](C1)C2=O